α-methyl-α-phenyl-β-propiolactone CC1(C(=O)OC1)C1=CC=CC=C1